FC(C(C(C(F)(F)F)(F)F)(F)F)(S(=O)(=O)[O-])F.CO[SH+]C1=CC=CC=C1 methoxyphenyl-sulfonium perfluorobutyl-sulfonic acid salt